C[C@H]1CN(CCN1)C(=O)OC(C)(C)C tert-butyl (S)-3-methyl-piperazine-1-carboxylate